[Na+].[Na+].P([O-])(=O)(OP(=O)([O-])OP(=O)(O)O)OC[C@@H]1[C@H]([C@H]([C@@H](O1)N1C=NC=2C(N)=NC=NC12)O)O.NC1=NC(=C(C(=N1)N(N)C(CC1=NC=CC=C1F)=O)I)Cl N-(2-amino-6-chloro-5-iodopyrimidin-4-yl)-2-(3-fluoropyridin-2-yl)acetohydrazide Adenosine-5'-triphosphate disodium salt